N12CCN(CC1)CC2 1,4-diazabicyclo[2.2.2]-octane